(1r-1r)-cycloocta-1,5-diene C1=CCCC=CCC1